2-Methyl-1-buten-1-ol CC(=CO)CC